CC(C(=O)C1=C(C=CC=C1)P(C1=C(C=CC=C1)C(C(C)C)=O)C1=C(C=CC=C1)C(C(C)C)=O)C tris[2-(2-methylpropionyl)phenyl]phosphine